C1=CC=C(C=2SC3=C(C21)C=CC=C3)N 4-Dibenzothiopheneamine